(1r,4r)-N1-(5-(4-amino-3-fluorophenyl)-7-methyl-7H-pyrrolo[2,3-d]pyrimidin-2-yl)-N4,N4-dimethylcyclohexane-1,4-diamine NC1=C(C=C(C=C1)C1=CN(C=2N=C(N=CC21)NC2CCC(CC2)N(C)C)C)F